2-(4-AMINO-6-([5-(3-CHLOROPHENYL)-1,3-OXAZOL-2-YL]METHYLSULFANYL)-1,3,5-TRIAZIN-2-YL)AMINOETHAN-1-OL NC1=NC(=NC(=N1)SCC=1OC(=CN1)C1=CC(=CC=C1)Cl)NCCO